2-oxo-1-(5-(trifluoromethoxy)pyridin-3-yl)indoline-5-carboxamide O=C1N(C2=CC=C(C=C2C1)C(=O)N)C=1C=NC=C(C1)OC(F)(F)F